N1N=CC(=C1)C1=CC=C(C=C1)NC1=NC(=NC=C1)C1=CC=C2C=C(NC2=C1)C(=O)N1C[C@@H](OCC1)CO (R)-(6-(4-((4-(1H-pyrazol-4-yl)phenyl)amino)pyrimidin-2-yl)-1H-indol-2-yl)(2-(hydroxymethyl)morpholino)methanone